NC1=C(C(=O)N)C=C(C(=N1)C1=C(C=CC=C1)F)C=1C=C2C(=NC=NC2=CC1)C 2-amino-6-(2-fluorophenyl)-5-(4-methylquinazolin-6-yl)nicotinamide